amino-maleic anhydride N/C=1/C(=O)OC(\C1)=O